C12CNCC(CC1)N2C=2SC=1CN(CCC1N2)C(=O)C2=CC=C(C=C2)Cl (2-(3,8-diazabicyclo[3.2.1]octan-8-yl)-6,7-dihydrothiazolo[5,4-c]pyridin-5(4H)-yl)(4-chlorophenyl)methanone